tert-butyl ((trans)-4-((((trans)-4-(4-amino-2-oxopyrimidin-1(2H)-yl)cyclohexyl)methyl)(ethyl)amino)cyclohexyl)carbamate NC1=NC(N(C=C1)[C@@H]1CC[C@H](CC1)CN([C@@H]1CC[C@H](CC1)NC(OC(C)(C)C)=O)CC)=O